C1=CC=CC2=C1C1=C(N=CO2)C=CC=C1 dibenzo-1,3-oxazepine